N-(3-(difluoromethyl)tetrahydrofuran-3-yl)acetamide FC(C1(COCC1)NC(C)=O)F